O=S1(CCC2=C1C(=CC=C2)N(C(=O)C=2C=NC=CC2)CC2=CC(=C(C=C2)C=C)[N+](=O)[O-])=O N-(1,1-dioxo-2,3-dihydro-1λ6-benzothiophen-7-yl)-N-[(4-ethenyl-3-nitro-phenyl)methyl]pyridine-3-carboxamide